C(C(C)(C)C)(=O)OCCC=1N(C2=CC=CC=C2C1\C=N/O)C1CCN(CC1)[C@@H]1CC[C@@H](CC1)C(C)C ((Z)-(hydroxyimino) methyl-1-(1-(cis-4-isopropylcyclohexyl) piperidin-4-yl)-1H-indol-2-yl)ethyl pivalate